The molecule is a 1-deoxy-D-ribitol-5-phosphate having a (5,6-diamino-4-oxopyrimidin-2-yl)amino group at the 1-position. It has a role as a Saccharomyces cerevisiae metabolite. It is a N-glycosyl compound, an aminopyrimidine, a pyrimidone and a ribitol phosphate. It is a conjugate acid of a 2,5-diamino-6-(1-D-ribitylamino)pyrimidin-4(3H)-one 5'-phosphate(2-). C([C@@H]([C@@H]([C@@H](COP(=O)(O)O)O)O)O)NC1=C(C(=O)NC(=N1)N)N